Cl.FC1=C(C=CC(=C1)C1CNCC1)C=1N=C2SC3=C(N2C1)C=C(C(=C3)C(=O)N)OC (2-fluoro-4-(pyrrolidin-3-yl)phenyl)-6-methoxybenzo[d]imidazo[2,1-b]thiazole-7-carboxamide hydrochloride